(E)-4-fluoro-3-(isopropylamino)-6-(1-(isopropylimino)ethyl)-2-nitrophenol FC1=C(C(=C(C(=C1)/C(/C)=N/C(C)C)O)[N+](=O)[O-])NC(C)C